tert-butyl (2S,5S)-(5-((tert-butyldimethylsilyl) oxy)-2-(hydroxymethyl) piperidin-1-yl)carboxylate [Si](C)(C)(C(C)(C)C)O[C@H]1CC[C@H](N(C1)C(=O)OC(C)(C)C)CO